6-isopropyl-5-(8-methoxy-[1,2,4]triazolo[1,5-a]pyridin-6-yl)-2-(4-(pyrrolidin-1-yl)cyclohexyl)-4H-pyrrolo[3,2-d]thiazole C(C)(C)C1=C(NC2=C1N=C(S2)C2CCC(CC2)N2CCCC2)C=2C=C(C=1N(C2)N=CN1)OC